C1(CC1)C=1NC(=NN1)C1CC2(CN(C2)C(=O)N2CC(C2)C2=CC=C(C=C2)N2C(C[C@H](CC2)C(F)(F)F)=O)C1 |o1:29| (4S) or (4R)-1-[4-[1-[6-(5-Cyclopropyl-4H-1,2,4-triazol-3-yl)-2-azaspiro[3.3]heptane-2-carbonyl]azetidin-3-yl]phenyl]-4-(trifluoromethyl)piperidin-2-one